[N+](=O)([O-])C=1C=CC(=NC1NC[C@H]1OCC1)C(=O)OC methyl (S)-5-nitro-6-((oxetan-2-ylmethyl)amino)2-pyridinecarboxylate